N-Isopropylpiperidine-4-sulfonamide C(C)(C)NS(=O)(=O)C1CCNCC1